3-((5-Nitropyridin-2-yl)disulfanyl)propionic acid [N+](=O)([O-])C=1C=CC(=NC1)SSCCC(=O)O